O=C1NC(CCC1N1C(C2=CC=CC(=C2C1)CCCCCN1CCN(CC1)C1CCN(CC1)C1=CC=C(N=N1)C(=O)N1CCC(CC1)CCCCNC(\C=C\C=1C=NC=CC1)=O)=O)=O (E)-N-(4-(1-(6-(4-(4-(5-(2-(2,6-dioxopiperidin-3-yl)-1-oxoisoindolin-4-yl)pentyl)piperazin-1-yl)piperidin-1-yl)pyridazine-3-carbonyl)piperidin-4-yl)butyl)-3-(pyridin-3-yl)acrylamide